(2,5-dioxopyrrolidin-1-yl) 3-trimethylsilylpropanoate C[Si](CCC(=O)ON1C(CCC1=O)=O)(C)C